C(C)(C)(C)OC(=O)NC=1C(=C(C=C2C=C(N=CC12)NC1=CC=C2CCOCC2=C1)C1=C(C2=C(OCCN2C(=O)[O-])N=C1)C)F 7-(8-((tert-butoxycarbonyl)amino)-7-fluoro-3-(isochroman-7-ylamino)isoquinolin-6-yl)-8-methyl-2,3-dihydro-1H-pyrido[2,3-b][1,4]oxazine-1-carboxylate